2-m-Tolylpropan-2-ol C1(=CC(=CC=C1)C(C)(C)O)C